ClC(C1=NC(=NO1)C1=CC=2N(C=C1)C=C(N2)CC(=O)N=S(CCC(F)(F)F)(=O)C)(F)F 2-(7-(5-(chlorodifluoromethyl)-1,2,4-oxadiazol-3-yl)imidazo[1,2-a]pyridin-2-yl)-N-(methyl(oxo)(3,3,3-trifluoropropyl)-λ6-sulfaneylidene)acetamide